1-(tert-butyl)-N-((5-(7-(((3S,4R)-3-fluoro-1-methylpiperidin-4-yl)amino)-3-(2,2,2-trifluoroethyl)pyrazolo[1,5-a]pyridin-2-yl)-1,3,4-thiadiazol-2-yl)methyl)-1H-pyrrole-3-carboxamide C(C)(C)(C)N1C=C(C=C1)C(=O)NCC=1SC(=NN1)C1=NN2C(C=CC=C2N[C@H]2[C@H](CN(CC2)C)F)=C1CC(F)(F)F